tert-Butyl N-[(2,2-difluoro-1-methyl-ethylidene)amino]carbamate FC(C(C)=NNC(OC(C)(C)C)=O)F